C1=CC(=CC=C1N)Br p-bromoaniline